N-(5-(4-(3,3-difluoro-1'-oxo-2',3'-dihydro-1'H-spiro[cyclobutane-1,4'-isoquinolin]-6'-yl)-3-nitro-1H-pyrazol-1-yl)-2-methylphenyl)acrylamide FC1(CC2(CNC(C3=CC=C(C=C23)C=2C(=NN(C2)C=2C=CC(=C(C2)NC(C=C)=O)C)[N+](=O)[O-])=O)C1)F